2-(tert-butyl)-N-(4-(methylsulfonyl)-1-(methylsulfanyl)but-3-en-2-yl)-4-phenoxypyrimidine-5-carboxamide C(C)(C)(C)C1=NC=C(C(=N1)OC1=CC=CC=C1)C(=O)NC(CSC)C=CS(=O)(=O)C